FC1=CC(=C(C=C1C1=NC(=NC=C1)N1C[C@H](O[C@H](C1)C)C)NC(=O)C1=CN(C(C=C1C(F)(F)F)=O)C)N1C[C@H](N([C@H](C1)C)C)C N-[4-fluoro-5-[2-[(2R,6S)-2,6-dimethylmorpholin-4-yl]pyrimidin-4-yl]-2-[(3R,5S)-3,4,5-trimethylpiperazin-1-yl]phenyl]-1-methyl-6-oxo-4-(trifluoromethyl)pyridine-3-carboxamide